7-(hydroxymethyl)furano[3,2-c]quinolin-4(5H)-one OCC=1C=CC=2C3=C(C(NC2C1)=O)C=CO3